diisoamyl-ascorbate C(CC(C)C)C([C@@H]([C@@H]1C(=C(C(=O)O1)O)[O-])O)(O)CCC(C)C